C(CCCCCCCCCCCC=CCCCCCCCC)(=O)OCCCCCCCCCCCCCCCCCCCCC(CC)C 21-methyltricosyl docos-13-enoate